C[N+](CCCCCC[N+](C)(C)C)(C)C N1,N1,N1,N6,N6,N6-hexamethylhexane-1,6-diaminium